N1(CCC1)S(=O)(=O)C=1C=C(C=CC1)C(C)NC(C1=C(C=CC(=C1)NC(C(C)C)=O)OCC)=O N-(1-(3-(azetidin-1-ylsulfonyl)phenyl)ethyl)-2-ethoxy-5-isobutyrylaminobenzamide